propyl-N,N-dimethyl-glycine C(CC)C(N(C)C)C(=O)O